N-methyl-4-(1-(3,5,5,8,8-pentamethyl-5,6,7,8-tetrahydronaphthalen-2-yl)vinyl)benzamide CNC(C1=CC=C(C=C1)C(=C)C1=CC=2C(CCC(C2C=C1C)(C)C)(C)C)=O